CC1C(CCC(C1)C)OCC(CO)O 3-(2,4-dimethylcyclohexyloxy)-1,2-propanediol